(S)-N-(cyclohexylmethyl)-2-((5-((2,3-dihydro-1H-inden-1-yl)amino)-1,3,4-thiadiazol-2-yl)thio)acetamide C1(CCCCC1)CNC(CSC=1SC(=NN1)N[C@H]1CCC2=CC=CC=C12)=O